2-methyl-2-{4-[12-methyl-4-(pyridin-4-yl)-8,11,13,14,16-pentaazatetracyclo[8.6.0.02,7.011,15]-hexadec-1(10),2,4,6,8,12,14-heptaen-16-yl]Phenyl}propionitrile CC(C#N)(C)C1=CC=C(C=C1)N1C2=NN=C(N2C=2C=NC3=CC=C(C=C3C12)C1=CC=NC=C1)C